(S)-N-(6-methoxy-2-methyl-2H-indazol-5-yl)-4-(3-methylpiperazin-1-yl)-2,3-dihydro-1H-pyrrolo[2,3-b]pyridine-1-carboxamide 2,2,2-trifluoroacetate FC(C(=O)O)(F)F.COC=1C(=CC2=CN(N=C2C1)C)NC(=O)N1CCC=2C1=NC=CC2N2C[C@@H](NCC2)C